CC(C(CC1=C2C(=NC(=NC2=CC=C1)C=1NC=CC1)N)N1CCN(CC1)C)C (3-methyl-2-(4-methylpiperazin-1-yl)butyl)-2-(1H-pyrrol-2-yl)quinazolin-4-amine